C(#N)C=1C=C(C=C(C1)F)[C@@H]1CC=NN1C(=O)N1CCN(CC1)C1=NC=C(C(=N1)C1=NC(=NN1C)C#N)F (S)-5-(2-(4-(5-(3-cyano-5-fluorophenyl)-4,5-dihydro-1H-pyrazole-1-carbonyl)piperazin-1-yl)-5-fluoropyrimidin-4-yl)-1-methyl-1H-1,2,4-triazole-3-carbonitrile